C1NCC12CC(C2)C2=NC(=C(N2C)C2=C1C=NNC1=CC(=C2)C#N)C=2C=C1C=NN(C1=CC2)C 4-[2-(2-azaspiro[3.3]heptan-6-yl)-3-methyl-5-(1-methylindazol-5-yl)imidazol-4-yl]-1H-indazole-6-carbonitrile